(S,E)-3-hydroxy-N-(pyridazin-3-yl)-4-(3-((5-(trifluoromethyl)pyridin-2-yl)oxy)benzylidene)piperidine-1-carboxamide O[C@@H]/1CN(CC\C1=C/C1=CC(=CC=C1)OC1=NC=C(C=C1)C(F)(F)F)C(=O)NC=1N=NC=CC1